POTASSIUM DIMETHYLDITHIOCARBAMATE CN(C([S-])=S)C.[K+]